4-(((4-bromo-2-chloro-5-fluorobenzyl)oxy)methyl)-4-fluoropiperidine-1-carboxylic acid tert-butyl ester C(C)(C)(C)OC(=O)N1CCC(CC1)(F)COCC1=C(C=C(C(=C1)F)Br)Cl